FC(C1=NN=C(O1)C1=CC(=C(CN2N=NC(=C2)C=2C(=C(C=CC2)N2CCN(CC2)C(=O)OC(C)(C)C)F)C=C1)F)F tert-butyl 4-(3-(1-(4-(5-(difluoromethyl)-1,3,4-oxadiazol-2-yl)-2-fluorobenzyl)-1H-1,2,3-triazol-4-yl)-2-fluorophenyl)piperazin-1-carboxylate